2-Fluoro-4'-(((trans-4-hydroxy-4-methylcyclohexyl)methyl)sulfonyl)-[1,1'-biphenyl]-4-carbonitrile FC1=C(C=CC(=C1)C#N)C1=CC=C(C=C1)S(=O)(=O)CC1CCC(CC1)(C)O